C(CCCCCCC)(=O)[O-].[Pb+2].C(CCCCCCC)(=O)[O-] lead(2+) octanoate